COC1=C2C=C(NC2=CC=C1)C(=O)N1C(C2=CC=CC=C2C1)C(=O)O 2-(4-methoxy-1H-indole-2-carbonyl)isoindoline-1-carboxylic acid